CCOC(=O)[C@H](C)O The molecule is the (2S)-enantiomer of ethyl lactate. It has a role as a Saccharomyces cerevisiae metabolite. It is an enantiomer of an ethyl (2R)-lactate.